tert-butyl N-[(3S,4R)-1-carbamoyl-4-[[4-(1-hydroxy-3,6,9,12,15-pentaoxaoctadec-17-yn-18-yl)phenyl]methoxy] pentane-3-yl]carbamate C(N)(=O)CC[C@@H]([C@@H](C)OCC1=CC=C(C=C1)C#CCOCCOCCOCCOCCOCCO)NC(OC(C)(C)C)=O